Br.C(C)N(CC)CCOC([C@@H](NC(C)=O)CC1=CC=C(C=C1)N(CCCl)CCCl)=O 4-[bis(2-chloroethyl)amino]-N-acetyl-L-phenylalanine N,N-diethylaminoethyl ester hydrobromide